ClC1=C2C(=[N+](C=C1)[O-])C=CS2 7-chlorothieno[3,2-b]pyridine 4-oxide